C(=C)C1=[N+](C=CC=C1)[O-] 2-vinyl-pyridine-1-oxide